OC1=C(C=CC=C1)B(O)O hydroxyphenyl-boronic acid